1-isopropyl-4-(4-(4,4,5,5-tetramethyl-1,3,2-dioxaborolan-2-yl)phenyl)piperidine C(C)(C)N1CCC(CC1)C1=CC=C(C=C1)B1OC(C(O1)(C)C)(C)C